NC\C=C(\CN1N=NC2=C1C=C(C=C2C2=C(C=CC(=C2)S(N(CC)CC)(=O)=O)OC)C(=O)NC)/F (Z)-1-(4-amino-2-fluorobut-2-en-1-yl)-4-(5-(N,N-diethylsulfamoyl)-2-methoxyphenyl)-N-methyl-1H-benzo[d][1,2,3]triazol-6-carboxamide